N-benzyl-pyridine chloride salt [Cl-].C(C1=CC=CC=C1)N1CC=CC=C1